NC1=NC(=CC(=N1)N1CCC2(C[C@H](NC2)C(=O)O)CC1)O[C@@H](C(F)(F)F)C1=C(C=C(C=C1)C1=CC(=C(C=C1)F)Cl)N1N=C(C=C1)C (S)-8-(2-amino-6-((R)-1-(3'-chloro-4'-fluoro-3-(3-methyl-1H-pyrazol-1-yl)-[1,1'-biphenyl]-4-yl)-2,2,2-trifluoroethoxy)pyrimidin-4-yl)-2,8-diazaspiro[4.5]decane-3-carboxylic acid